ethyl 5-(((1R)-1-((2S)-2-(((tert-butoxycarbonyl)amino)methyl)-5-fluoro-2-methyl-2,3-dihydrobenzofuran-7-yl)ethyl)amino)pyrazolo[1,5-a]pyrimidine-3-carboxylate C(C)(C)(C)OC(=O)NC[C@]1(OC2=C(C1)C=C(C=C2[C@@H](C)NC2=NC=1N(C=C2)N=CC1C(=O)OCC)F)C